3-Chloro-5-methyl-2-((6-methyl-pyrazolo[1,5-a]pyrimidine-3-carboxamido)methyl)benzofuran-7-carboxylic acid ClC1=C(OC2=C1C=C(C=C2C(=O)O)C)CNC(=O)C=2C=NN1C2N=CC(=C1)C